trifluoroethyl bis(trimethylsilyl) phosphate P(=O)(OCC(F)(F)F)(O[Si](C)(C)C)O[Si](C)(C)C